benzyl β-D-glucopyranoside O([C@H]1[C@H](O)[C@@H](O)[C@H](O)[C@H](O1)CO)CC1=CC=CC=C1